(S)-tert-Butyl 4-((R)-3-amino-4-(phenylthio)butyl)-3-(hydroxymethyl)piperazine-1-carboxylate N[C@H](CCN1[C@@H](CN(CC1)C(=O)OC(C)(C)C)CO)CSC1=CC=CC=C1